N-(2-fluorophenyl)-7-(1-methyl-1H-pyrazol-4-yl)quinazolin-4-amine FC1=C(C=CC=C1)NC1=NC=NC2=CC(=CC=C12)C=1C=NN(C1)C